NC1=C2N=CN(C2=NC=N1)C[C@@H](C)OCP(OCCSCCCCCCCCCCCCC#C[Si](C(C)C)(C(C)C)C(C)C)(O)=O 2-((14-(triisopropylsilyl)tetradec-13-yn-1-yl)thio)ethyl hydrogen ((((R)-1-(6-amino-9H-purin-9-yl)propan-2-yl)oxy)methyl)phosphonate